tert-butyl 4-[(6-bromopyridin-2-yl)oxy]piperidine-1-carboxylate BrC1=CC=CC(=N1)OC1CCN(CC1)C(=O)OC(C)(C)C